COC=1C(=C2C(=NN(C2=CC1)COCC[Si](C)(C)C)C)N(S(=O)(=O)C=1C=NN(C1)C1=CC(=NC=C1)C(F)(F)F)C N-(5-METHOXY-3-METHYL-1-((2-(TRIMETHYLSILYL)ETHOXY)METHYL)-1H-INDAZOL-4-YL)-N-METHYL-1-(2-(TRIFLUOROMETHYL)PYRIDIN-4-YL)-1H-PYRAZOLE-4-SULFONAMIDE